trans-4-(tert-Butoxycarbonylamino)cyclohexanecarboxylic acid C(C)(C)(C)OC(=O)N[C@@H]1CC[C@H](CC1)C(=O)O